C(C)(C)(C)SC=1C(=C(N)C=CC1)Cl 3-(tert-butylthio)-2-chloroaniline